COC1=C(C=C(C=C1)NC(C1=CN=CC(=C1)C)=O)CNC1=NC2=CC=CC=C2N=C1 N-(4-methoxy-3-((quinoxalin-2-ylamino)methyl)phenyl)-5-methylnicotinamide